2-(bis(4-methoxybenzyl)amino)-N-((3R,4R)-4-hydroxytetrahydro-2H-pyran-3-yl)-3-methyl-N-((5-(trifluoromethyl)pyridin-2-yl)methyl)quinoline-6-carboxamide COC1=CC=C(CN(C2=NC3=CC=C(C=C3C=C2C)C(=O)N(CC2=NC=C(C=C2)C(F)(F)F)[C@@H]2COCC[C@H]2O)CC2=CC=C(C=C2)OC)C=C1